1,3,5-tri(4-tert-butyl-3-hydroxy-2,6-dimethylbenzyl)-1,3,5-triazine-2,4,6-trione C(C)(C)(C)C1=C(C(=C(CN2C(N(C(N(C2=O)CC2=C(C(=C(C=C2C)C(C)(C)C)O)C)=O)CC2=C(C(=C(C=C2C)C(C)(C)C)O)C)=O)C(=C1)C)C)O